methyl 1,1'-azobis(cyclohexanecarboxylate) N(=NC1(CCCCC1)C(=O)[O-])C1(CCCCC1)C(=O)OC